N-((1r,4r)-4-(2-methoxyethoxy)cyclohexyl)thieno[3,2-d]pyrimidine-4-carboxamide COCCOC1CCC(CC1)NC(=O)C=1C2=C(N=CN1)C=CS2